(E)-3-(1-naphthyl)acrylic acid C1(=CC=CC2=CC=CC=C12)/C=C/C(=O)O